FC=1C=C2C[C@@H](COC2=CC1F)NC(OC)=O Methyl (S)-(6,7-difluorochroman-3-yl)carbamate